ClC1=NC(=CC(=C1)O)F 2-Chloro-6-fluoropyridine-4-ol